3-(methyl-d3)-3,8-diazabicyclo[3.2.1]octane C(N1CC2CCC(C1)N2)([2H])([2H])[2H]